3-[(3R)-3-methylpiperazin-1-yl]quinoxalin C[C@@H]1CN(CCN1)C=1C=NC2=CC=CC=C2N1